N1(N=NC=C1)CCOCC1=CC=C(C=N1)C#CC1=CC=C(C=C1)C1=CC(=NO1)CN1C(=NC=C1)[C@H](C)O (S)-1-(1-((5-(4-((6-((2-(1H-1,2,3-triazol-1-yl)ethoxy)methyl)pyridin-3-yl)ethynyl)phenyl)isoxazol-3-yl)methyl)-1H-imidazol-2-yl)ethan-1-ol